C(C)(C)(C)OC(NC(C(=O)NCC1=NC=CC=C1SC)(C)C)=O (2-methyl-1-(((3-(methylthio)pyridin-2-yl)methyl)amino)-1-oxoprop-2-yl)carbamic acid tert-butyl ester